3-amino-5,6-diphenylpyrazine-2-carbonitrile NC=1C(=NC(=C(N1)C1=CC=CC=C1)C1=CC=CC=C1)C#N